O=C1N(C(CN1C1=CC=C(C=C1)C(F)(F)F)=O)CC1=CC(=C(OCC(=O)OCC)C=C1)C Ethyl 2-(4-((2,5-dioxo-3-(4-(trifluoromethyl)phenyl) imidazolidin-1-yl)methyl)-2-methylphenoxy)acetate